(Z)-4-(2-(pyridin-3-yl)ethyl)thiazole-2-carbaldehyde oxime hydrochloride Cl.N1=CC(=CC=C1)CCC=1N=C(SC1)\C=N/O